(S)-2-(4-(4-((5-cyanopyridin-2-yl)methoxy)-5-fluoropyrimidin-2-yl)-2,5-difluorobenzyl)-7-fluoro-1-(oxetan-2-ylmethyl)-1H-benzo[d]imidazole-6-carboxylic acid C(#N)C=1C=CC(=NC1)COC1=NC(=NC=C1F)C1=CC(=C(CC2=NC3=C(N2C[C@H]2OCC2)C(=C(C=C3)C(=O)O)F)C=C1F)F